(9H-fluoren-9-yl)methyl ((R)-3-methyl-1-(((S)-1-((4-((((4-nitrophenoxy)-carbonyl)oxy)methyl)phenyl)amino)-1-oxo-5-ureidopentan-2-yl)amino)-1-oxobutan-2-yl)carbamate CC([C@H](C(=O)N[C@H](C(=O)NC1=CC=C(C=C1)COC(=O)OC1=CC=C(C=C1)[N+](=O)[O-])CCCNC(=O)N)NC(OCC1C2=CC=CC=C2C=2C=CC=CC12)=O)C